C(C)N1[C@@H](C=2C=CC=C(C3=CN4C(C(OCC(CCCNC1=O)(C)C)=N3)=NC=C4)C2)C (12R)-13-ethyl-12,19,19-tri-methyl-12,13,15,16,17,18,19,20-octahydro-14H-6,22-(azeno)-11,7-(metheno)imidazo[2,1-c][1,4,13,15]oxatriazacycloicosin-14-one